2-(cyclopropoxy)-6-(4-iodo-2-methyl-pyrazol-3-yl)-4-methyl-benzonitrile C1(CC1)OC1=C(C#N)C(=CC(=C1)C)C=1N(N=CC1I)C